((3aS,5R,7R,7aS)-1-isopropyl-3,3,5,7-tetramethyloctahydrobenzo[c]isoxazol-5-yl)-4-methylbenzonitrile C(C)(C)N1OC([C@@H]2[C@@H]1[C@@H](C[C@@](C2)(C)C2=C(C#N)C=CC(=C2)C)C)(C)C